1,4-dibenzyloxybenzene C(C1=CC=CC=C1)OC1=CC=C(C=C1)OCC1=CC=CC=C1